CC1=C(C(=O)O)C=CC(=C1)\C=C\CCC (E)-2-methyl-4-(pent-1-en-1-yl)benzoic acid